ClC1=C2C[C@@H]([C@H](C2=CC(=C1)Cl)OC1=CC=CC=C1)N1C[C@@H](CCC1)N(C(C)C)C 4-[[(1S,2S)-4,6-Dichloro-2-[(3R)-3-[methyl(propan-2-yl)amino]piperidin-1-yl]2,3-dihydro-1H-inden-1-yl]oxy]benzene